formyl-p-aminoazobenzene C(=O)C1=C(C=CC=C1)N=NC1=CC=C(C=C1)N